C(C(C)C)OP(O)(O)=O Isobutylphosphoric acid